C(C)(C)(C)CC(C)(C)OC(=O)N(C(O)=O)C=1C2=C(N=CN1)N(C=C2C2=CC=C(C1=NON=C12)N)C1CC1.C(CCC)OC(CCCCCCCCCCCBr)CCCCC 7-Butoxydodecyl-5-bromopentane tert-butyl-(5-(7-aminobenzo[c][1,2,5]oxadiazol-4-yl)-7-cyclopropyl-7H-pyrrolo[2,3-d]pyrimidin-4-yl)(tert-butoxycarbonyl)carbamate